ethoxyhafnium tribromide [Br-].[Br-].[Br-].C(C)O[Hf+3]